(+)-di-p-toluoyl-L-tartaric acid C1(=CC=C(C=C1)C(=O)[C@]([C@](C(=O)O)(O)C(=O)C1=CC=C(C=C1)C)(O)C(=O)O)C